6-[ethyl(methyl)phosphoryl]-2-methylpyrido[3,4-d]pyrimidin C(C)P(=O)(C)C1=CC2=C(N=C(N=C2)C)C=N1